Cl.FC1=NC2=CC=CC(=C2C=C1)OC1CCNCC1 fluoro-5-(piperidin-4-yloxy)quinoline hydrochloride